C(C)OC1=C(NC2=NNC3=CC(=CC=C23)[C@@H]2C[C@@]23C(NC2=CC=C(C=C32)OC)=O)C=CC(=C1)N1N=CN=C1 (1R,2S)-2-{3-[2-ethoxy-4-(1H-1,2,4-triazol-1-yl)anilino]-1H-indazol-6-yl}-5'-methoxyspiro[cyclopropane-1,3'-indol]-2'(1'H)-one